1-(isopropylamino)-4-oxo-1,4-dihydropyridine-3-carboxylic acid C(C)(C)NN1C=C(C(C=C1)=O)C(=O)O